CN1C(C(CCC1=O)N1C(C2=CC=CC(=C2C1=O)OCC[NH-])=O)=O 2-((2-(1-methyl-2,6-dioxopiperidin-3-yl)-1,3-dioxoisoindoline-4-yl)oxy)ethyl-Amide